C(C)OC1=C(C=CC=C1)C1=NC(=CC(=C1)C1=CC=C(C=C1)N(C)C)C1=C(C=CC=C1)OCC 4-[2,6-bis(2-ethoxyphenyl)-4-pyridinyl]-N,N-dimethylbenzeneamine